N[C@H](C(=O)O)CCC=1C=NC(=CC1)C(F)F (2S)-2-amino-4-[6-(difluoro-methyl)-3-pyridyl]butanoic acid